(S)-3-(1-(3-((2-(3,5-dimethylisothiazol-4-yl)-5-fluoropyridin-4-yl)oxy)azetidine-1-carbonyl)-4,5-dihydro-1H-pyrazol-5-yl)-5-fluorobenzonitrile CC1=NSC(=C1C1=NC=C(C(=C1)OC1CN(C1)C(=O)N1N=CC[C@H]1C=1C=C(C#N)C=C(C1)F)F)C